C(=O)(O)CN(CCN(CC(=O)O)CCN(CC(=O)O)CC(=O)O)CC(=O)O 2-[Bis[2-[bis(carboxymethyl)amino]ethyl]amino]acetic acid